FC(C1=CC=C(C=C1)/C=C/C=1N=C(SC1)NC(OC(C)(C)C)=O)(F)F tert-butyl N-{4-[(1E)-2-[4-(trifluoromethyl)phenyl]ethenyl]-1,3-thiazol-2-yl}carbamate